COC1=CC=C(C=C1)C(OC12CC(CC(C(C1)O)N2C)O[Si](C2=CC=CC=C2)(C2=CC=CC=C2)C(C)(C)C)(C2=CC=C(C=C2)OC)C2=CC=C(C=C2)OC (Tris(4-methoxyphenyl)methoxy)-8-methyl-3-[(t-butyl)diphenylsilyloxy]-8-azabicyclo[3.2.1]octan-6-ol